Cl.N[C@H](C(=O)NC1=CC=C(C=C1)C=1C(=NN(C1C)CC1=CC=CC=C1)C)C(C1=CC=CC=C1)C1=CC=CC=C1 (S)-2-amino-N-(4-(1-benzyl-3,5-dimethyl-1H-pyrazol-4-yl)phenyl)-3,3-diphenylpropanamide hydrochloride